1-(6-(1-phenyl-2-(3-(1-((2-(trimethylsilyl)ethoxy)methyl)-1H-pyrazol-4-yl)benzamido)-1H-imidazol-4-yl)hexyl)piperidine 1-oxide C1(=CC=CC=C1)N1C(=NC(=C1)CCCCCC[N+]1(CCCCC1)[O-])NC(C1=CC(=CC=C1)C=1C=NN(C1)COCC[Si](C)(C)C)=O